4-amino-N-(2-phenoxyethyl)-N-(pyridin-4-yl)benzamide NC1=CC=C(C(=O)N(C2=CC=NC=C2)CCOC2=CC=CC=C2)C=C1